C(C=CC(=O)N)C=CC(=O)N Methylen-bisacrylamid